FC1(CC(CC(C1)N1C(=NC=2C=NC(=CC21)C2=NN(C=N2)COCC[Si](C)(C)C)CC(C)C)NC(OC(C)(C)C)=O)F tert-butyl (3,3-difluoro-5-(2-isobutyl-6-(1-((2-(trimethylsilyl)ethoxy)methyl)-1H-1,2,4-triazol-3-yl)-1H-imidazo[4,5-c]pyridin-1-yl)cyclohexyl)carbamate